C(C)OC(C=CC1=C2C=CNC2=CC(=C1OC1=CC(=NC=C1)\C(=N/[H])\S)F)=O (E)-4-((4-(3-ethoxy-3-oxoprop-1-en-1-yl)-6-fluoro-1H-indol-5-yl)oxy)pyridine-2-carbimidothioic acid